thiofucose S=C[C@@H](O)[C@H](O)[C@H](O)[C@@H](O)C